[4-[6-[(4-fluorophenyl)methylamino]imidazo[1,2-b]pyridazin-3-yl]phenyl]methanol FC1=CC=C(C=C1)CNC=1C=CC=2N(N1)C(=CN2)C2=CC=C(C=C2)CO